6-(bromomethyl)-5-cyclobutoxy-pyridazin-3(2H)-one BrCC=1C(=CC(NN1)=O)OC1CCC1